(2R,3R,4S,5R,6R)-2-(hydroxymethyl)-5-methoxy-6-((5-(tetrahydro-2H-pyran-4-yl)isoxazol-3-yl)methyl)-4-(4-(3,4,5-trifluorophenyl)-1H-1,2,3-triazol-1-yl)tetrahydro-2H-pyran-3-ol OC[C@H]1O[C@@H]([C@@H]([C@H]([C@H]1O)N1N=NC(=C1)C1=CC(=C(C(=C1)F)F)F)OC)CC1=NOC(=C1)C1CCOCC1